8-(1-(2-(difluoromethoxy)ethyl)-1H-pyrazolo[3,4-b]pyrazin-6-yl)-2-(4-(trifluoromethyl)pyridin-2-yl)-2,8-diazaspiro[4.5]decane FC(OCCN1N=CC=2C1=NC(=CN2)N2CCC1(CCN(C1)C1=NC=CC(=C1)C(F)(F)F)CC2)F